FC1=CC=C2C(=C(C=NC2=C1C1=C(C(=CC(=C1)F)F)F)C(=O)O)C1CC(C1)=O 7-fluoranyl-4-(3-oxidanylidenecyclobutyl)-8-[2,3,5-tris(fluoranyl)phenyl]quinoline-3-carboxylic acid